5,9-dioxo-N-(2-(piperidin-1-yl)-5,9-dihydrothieno[2,3-g]quinoxaline-7-carbonyl)piperidine-3-carboxamide O=C1CC(CNC1)C(=O)NC(=O)C1=CC2=C(CC=3N=CC(=NC3C2=O)N2CCCCC2)S1